ClC(C1=NC(=NO1)C1=CC=C(C=C1)P(NC1=C(C=CC=C1)F)(=O)C)(F)F P-(4-(5-(chlorodifluoromethyl)-1,2,4-oxadiazol-3-yl)phenyl)-N-(2-fluorophenyl)-P-methylphosphinic amide